C(C1=CC=CC=C1)OC=1C=C2C(=C(N(C2=CC1)CC1=CC=C(OCCCC=O)C=C1)C1=CC=C(C=C1)OCC1=CC=CC=C1)C 4-(4-((5-(benzyloxy)-2-(4-(benzyloxy)phenyl)-3-methyl-1H-indol-1-yl)methyl)phenoxy)butanal